((7-chloro-1,5-dimethyl-4-oxo-4,5-dihydro-1H-pyrrolo[3,2-c]pyridin-3-yl)amino)-6-((5-fluoropyridin-2-yl)amino)-N-(methyl-d3)nicotinamide ClC=1C2=C(C(N(C1)C)=O)C(=CN2C)NC2=C(C(=O)NC([2H])([2H])[2H])C=CC(=N2)NC2=NC=C(C=C2)F